C(CCCC)(=O)[O-] n-Pentanoat